4'H,6'H-spiro[1,3-dioxolan-2,5'-[1,2,4]triazolo[4,3-a][1]benzazepine] C1=NN=C2N1C1=C(CC3(C2)OCCO3)C=CC=C1